4-(4-(4-Acryloylpiperazin-1-yl)phenyl)-6-(pyrimidin-2-yl)pyrazolo[1,5-a]pyridine-3-carbonitrile C(C=C)(=O)N1CCN(CC1)C1=CC=C(C=C1)C=1C=2N(C=C(C1)C1=NC=CC=N1)N=CC2C#N